C(CCCCCCCCCCCCCCCCC)(=O)OC1=CC(=C(C(=C1)C(C)(C)C)O)C(C)(C)C 3,5-di-tert-butyl-4-hydroxyphenol stearate